O1CCOC12CC=C(CC2)B2OC(C)(C)C(C)(C)O2 1,4-dioxa-spiro[4.5]dec-7-en-8-boronic acid pinacol ester